3-amino-6-(2,6-dimethylpyridin-4-yl)-N-(2-methoxybenzyl)-5-phenylpyrazine-2-carboxamide NC=1C(=NC(=C(N1)C1=CC=CC=C1)C1=CC(=NC(=C1)C)C)C(=O)NCC1=C(C=CC=C1)OC